ClC(C(C(=O)OOC(C(C(CCCC(F)(F)F)(Cl)F)(F)F)=O)(F)F)(CCCC(F)(F)F)F chloro-hexafluoroheptanoylperoxide